ClC=1C2=CN(N=C2C=CC1C1=NNC2=NC(=C(N=C21)CO)N2CCC(CC2)(C(NC=2C=NC(=C(C2)F)C)=N)C)C2CC2 1-(3-(4-chloro-2-cyclopropyl-2H-indazol-5-yl)-5-hydroxymethyl-1H-pyrazolo[3,4-b]pyrazine-6-yl)-N-(5-fluoro-6-methylpyridin-3-yl)-4-methylpiperidine-4-carboximidamide